NC=1N=NC(=CC1OCCC1=CC=C(CNC(C=C)=O)C=C1)C1=C(C=CC=C1)O N-(4-(2-((3-amino-6-(2-hydroxyphenyl)pyridazin-4-yl)oxy)ethyl)benzyl)acrylamide